ClC1=NN2C(N=CC3=C2[C@@](CN3C(=O)NC=3C=NC(=C(C3)Cl)C3COC3)(C(F)(F)F)C)=C1 (R)-2-chloro-N-(5-chloro-6-(oxetan-3-yl)pyridin-3-yl)-8-methyl-8-(trifluoromethyl)-7,8-dihydro-6H-pyrazolo[1,5-a]pyrrolo[2,3-e]pyrimidine-6-carboxamide